CC1=C(C(=O)N[C@H](C)C2=CC(=NC3=CC=CC=C23)C=2C=NN(C2)C)C=CC(=C1)CNCC1=CN=CN1C (R)-2-methyl-4-((((1-methyl-1H-imidazol-5-yl)methyl)amino)methyl)-N-(1-(2-(1-methyl-1H-pyrazol-4-yl)quinolin-4-yl)ethyl)benzamide